C1(CC1)C=C1C2C(C(C(C1)C2)C(=O)NC2=CC(=C(C=C2)F)C(F)(F)F)NC(C2=C(C=CC(=C2)C=2CNCCC2)OC)=O (cyclopropylmethylene)-N-(4-fluoro-3-(trifluoromethyl)phenyl)-3-(2-methoxy-5-(1,2,5,6-tetrahydropyridin-3-yl)benzamido)bicyclo[2.2.1]heptane-2-carboxamide